C1=CC(=CC=C1CCC2=CC(=CC(=C2)O)O)O The molecule is a stilbenol that is 1,1'-ethane-1,2-diyldibenzene with hydroxy groups at positions 1, 3 and 4'. It has a role as a xenobiotic metabolite and a plant metabolite.